1-((R)-2,2-dimethyl-1,3-dioxolan-4-ylmethyl)-1H-pyrazol-3-amine CC1(OC[C@H](O1)CN1N=C(C=C1)N)C